2-[4-[4-[2-chloro-4-[[5-(2,3-difluoro-4-methoxy-phenyl)-1-methyl-imidazole-2-carbonyl]amino]benzoyl]piperazine-1-carbonyl]-1-methyl-piperazin-1-ium-1-yl]acetic acid formate salt C(=O)[O-].ClC1=C(C(=O)N2CCN(CC2)C(=O)N2CC[N+](CC2)(C)CC(=O)O)C=CC(=C1)NC(=O)C=1N(C(=CN1)C1=C(C(=C(C=C1)OC)F)F)C